CC=1SC(=C(N1)C)C=1C=CC(N(N1)CC1CCNCC1)=O 6-(2,4-dimethyl-1,3-thiazol-5-yl)-2-(piperidin-4-ylmethyl)pyridazin-3-one